BrC1=C(SC=C1Br)C=O 3,4-DIBROMOTHIOPHENE-2-CARBOXALDEHYDE